N2-{[5-(2-chlorophenyl)-4-fluoro-1H-pyrazol-3-yl]Carbonyl}-N-{(1S)-1-cyano-2-[(3S)-2-oxopyrrolidin-3-yl]Ethyl}-4-methyl-L-leucinamide ClC1=C(C=CC=C1)C1=C(C(=NN1)C(=O)N[C@@H](CC(C)(C)C)C(=O)N[C@@H](C[C@H]1C(NCC1)=O)C#N)F